(S)-(4-(difluoromethyl)oxazol-5-yl)(4-(4-(trifluoromethyl)benzo[d]oxazol-2-yl)-6,7-dihydro-1H-imidazo[4,5-c]pyridin-5(4H)-yl)methanone FC(C=1N=COC1C(=O)N1[C@@H](C2=C(CC1)NC=N2)C=2OC1=C(N2)C(=CC=C1)C(F)(F)F)F